FC1=CC=C(C2=C1OCCO2)N2CCNCC2 8-Fluoro-5-(piperazin-1-yl)-2,3-dihydro-1,4-benzodioxine